COC1=CC=C(COCCCCCC\C=C/CCCCCCCCCC(CC(=O)OC)CCCCCCCCC)C=C1 (Z)-methyl 20-((4-methoxybenzyl)oxy)-3-nonylicos-13-enoate